N1C=CC(C=2C(CCCC12)=O)=O 7,8-dihydroquinoline-4,5(1H,6H)-dione